[Bi].[Cu].[Sn] tin-copper-bismuth